C1(=CC=CC=C1)P(C1=C(C=CC=C1)C=1OC[C@H](N1)C1=CC=CC=C1)C1=CC=CC=C1 |r| (+-)-2-[2-(diphenylphosphino)phenyl]-4-phenyl-2-oxazoline